1-cyclopropyl-3-(4-(4-methyl-6-oxo-1,4,5,6-tetrahydropyridazin-3-yl)-2-nitrophenyl)guanidine C1(CC1)NC(=N)NC1=C(C=C(C=C1)C1=NNC(CC1C)=O)[N+](=O)[O-]